C1(CC1)N1[C@@H](CN(CC1)C1CCN(CC1)C1=C(C=C(C(=C1)OC)NC1=NC=NC(=C1)N1OCC[C@@H]1C1=C(C(=CC=C1)C(F)(F)F)F)NC(C=C)=O)C N-(2-(4-((R)-4-cyclopropyl-3-methylpiperazin-1-yl)piperidin-1-yl)-5-((6-((R)-3-(2-fluoro-3-(trifluoromethyl)phenyl)isooxazolidin-2-yl)pyrimidin-4-yl)amino)-4-methoxyphenyl)acrylamide